O[C@@H](CNCC1=CC(=NC(=C1)C(F)(F)F)OC1CCN(CC1)C1CC(C1)(N1N=CC(=C1)C=1C2=C(N=CN1)NC=C2)CC#N)C {trans-3-(4-{[4-({[(2R)-2-hydroxypropyl]amino}methyl)-6-(trifluoromethyl)pyridin-2-yl]oxy}piperidin-1-yl)-1-[4-(7H-pyrrolo[2,3-d]pyrimidin-4-yl)-1H-pyrazol-1-yl]cyclobutyl}acetonitril